ClC=1C=CC(=C(C1)C1=CC(N(C=C1OC)[C@H](C(=O)NC1=CC2=CN(N=C2C=C1)C)CCC)=O)N1N=NC(=C1)C(F)F (2S)-2-[4-{5-chloro-2-[4-(difluoromethyl)-1H-1,2,3-triazol-1-yl]phenyl}-5-methoxy-2-oxopyridin-1(2H)-yl]-N-(2-methyl-2H-indazol-5-yl)pentanamide